decanyl octanoate C(CCCCCCC)(=O)OCCCCCCCCCC